2-(4-cyclopropyl-6-methoxypyrimidin-5-yl)-N-(3-fluoro-4-(1-methyl-4-(trifluoromethyl)-1H-imidazol-2-yl)phenyl)-4,5,6,7-tetrahydropyrazolo[1,5-a]pyridin-4-amine C1(CC1)C1=NC=NC(=C1C1=NN2C(C(CCC2)NC2=CC(=C(C=C2)C=2N(C=C(N2)C(F)(F)F)C)F)=C1)OC